N-(4-fluoro-3-methylphenyl)-5-(2-(((1s,4s)-4-hydroxy-1-methylcyclohexyl)amino)-2-oxoacetyl)-1,4-dimethyl-2-(thiophen-3-yl)-1H-pyrrole-3-carboxamide FC1=C(C=C(C=C1)NC(=O)C1=C(N(C(=C1C)C(C(=O)NC1(CCC(CC1)O)C)=O)C)C1=CSC=C1)C